N-(4-fluoro-3-methoxy-phenyl)-N-(methoxymethyl)-8-methyl-imidazo[1,2-a]pyridine-6-carboxamide FC1=C(C=C(C=C1)N(C(=O)C=1C=C(C=2N(C1)C=CN2)C)COC)OC